[Br-].C(C1CO1)[N+](CCCCCCCCCCCC)(CC=C)CC=C N-glycidyl-N,N-diallyl-N-dodecyl-ammonium bromide